3-(N-morpholinyl)propanesulfonic acid N1(CCOCC1)CCCS(=O)(=O)O